tert-Butyl 2-(cyanomethyl)-4-[2-methylsulfanyl-7-(1-naphthyl)-5,6,7,8-tetrahydroquinazolin-4-yl]piperazine-1-carboxylate C(#N)CC1N(CCN(C1)C1=NC(=NC=2CC(CCC12)C1=CC=CC2=CC=CC=C12)SC)C(=O)OC(C)(C)C